O=C1N(CC2=CC(=CC=C12)CCCCCCN1N=CC(=C1)C1=NC2=CC=CC=C2N=C1)C1C(NC(CC1)=O)=O 3-(1-oxo-5-(6-(4-(quinoxalin-2-yl)-1H-pyrazol-1-yl)hexyl)isoindolin-2-yl)piperidine-2,6-dione